C(C)(C)(C)OC(=O)NCC(=O)N1[C@@H](CCC1)C(=O)NC1=CC=C(COC(=O)N2C3=CC=C(C=C3SC=3C=C(C=CC23)N(C)C)N(C)C)C=C1 [4-[N-(tert-Butoxycarbonyl) glycyl-prolylamino] benzyl]-3,7-bis(dimethylamino)-10H-phenothiazine-10-carboxylate